[N+](=O)([O-])C=1C=CC=C(C(=O)N)C1 5-nitrobenzamide